2-(((4-borono-3-formylnaphthalen-1-yl)sulfonyl)carbamoyl)isonicotinic acid B(O)(O)C1=C(C=C(C2=CC=CC=C12)S(=O)(=O)NC(=O)C=1C=C(C(=O)O)C=CN1)C=O